ethylenediaminetetraacetic acid disodium calcium salt [Ca+2].[Na+].[Na+].C(CN(CC(=O)[O-])CC(=O)[O-])N(CC(=O)[O-])CC(=O)[O-]